BrC1=C(C(=CC(=C1)C(C(F)(F)F)(C(F)(F)F)F)C(F)(F)F)NC(C1=C(C(=CC=C1)NC)F)=O N-(2-bromo-4-(perfluoropropane-2-yl)-6-(trifluoromethyl)phenyl)-2-fluoro-3-(methylamino)benzamide